FC1=C(C=CC=C1C(C1=CC=CC=C1)O)NC(=O)C1=CC(=NN1C=1C=C(CNC(OCCCC)=O)C=CC1)C(F)(F)F butyl 3-(5-(2-fluoro-3-(hydroxy(phenyl)methyl)phenylcarbamoyl)-3-(trifluoromethyl)-1H-pyrazol-1-yl)benzylcarbamate